COC1=C(C=CC=C1)B(O)O (2-methoxybenzeneyl)boronic acid